C(C)(=O)OCCN1N=CC(=C1)C(N[C@@H]1CCC2=CC(=CC=C12)C1=NOC(=N1)CC)=O (R)-2-(4-((5-(5-ethyl-1,2,4-oxadiazol-3-yl)-2,3-dihydro-1H-inden-1-yl)carbamoyl)-1H-pyrazol-1-yl)ethyl acetate